CC=1C=CC2=C(S(C=C2)(=O)=O)C1 6-methylbenzo[b]thiophene 1,1-dioxide